2-(4-(3-(3,5-Bis(trifluoromethyl)phenyl)ureido)phenyl)-N-(pyridin-2-yl)-1,5-naphthyridine-4-carboxamide FC(C=1C=C(C=C(C1)C(F)(F)F)NC(NC1=CC=C(C=C1)C1=NC2=CC=CN=C2C(=C1)C(=O)NC1=NC=CC=C1)=O)(F)F